C(C)S(=O)(=O)C1=CC=C(CNC(C2=CC=C(C=C2)N2[C@@H](CC[C@H](C2)C2=CC=C(C=C2)C(F)(F)F)CN2CCOCC2)=O)C=C1 N-(4-(ethanesulfonyl)benzyl)-4-((2S,5S)-2-(morpholinomethyl)-5-(4-(trifluoromethyl)phenyl)piperidin-1-yl)benzamide